CC(=O)OC1=CC=C(C=C1)[N+](=O)[O-] p-Nitrophenyl Acetate